7-thia-8-azabicyclo[4.3.0]nona-1,3,5,8-tetraen C12=CC=CC=C2SN=C1